C[C@@H]1CNCC[C@@H]1NC(OC(C)(C)C)=O tert-butyl ((cis)-3-methylpiperidin-4-yl)carbamate